N-(3-(2-methoxyphenoxy)benzylidene)-2-methylpropane-2-sulfinamide COC1=C(OC=2C=C(C=NS(=O)C(C)(C)C)C=CC2)C=CC=C1